(1'R)-1',3'-dihydrospiro[azetidine-3,2'-indene]-1'-amine [C@@H]1(C2(CC3=CC=CC=C13)CNC2)N